6-[4-[(4-[[(2S,4R)-4-hydroxy-1-[6-oxo-5-(trifluoromethyl)-1,6-dihydropyridazin-4-yl]pyrrolidin-2-yl]methoxy]cyclohexyl)carbonyl]piperazin-1-yl]pyridine-3-carbonitrile O[C@@H]1C[C@H](N(C1)C=1C=NNC(C1C(F)(F)F)=O)COC1CCC(CC1)C(=O)N1CCN(CC1)C1=CC=C(C=N1)C#N